C1(CC1)NC(N(CC(C)C)C(C)C1=NN(C(C2=CC(=C(C=C12)F)F)=O)C)=O 3-Cyclopropyl-1-(1-(6,7-difluoro-3-methyl-4-oxo-3,4-dihydrophthalazin-1-yl)ethyl)-1-isobutylurea